6-nitrobenzo[a]pyrene [N+](=O)([O-])C1=C2C(=C3C=CC=4C=CC=C5C=CC1=C3C54)C=CC=C2